tert-butyl N-[1-(4-chlorophenyl)-2-oxo-2-(pyrrolidin-1-yl)ethyl]carbamate ClC1=CC=C(C=C1)C(C(N1CCCC1)=O)NC(OC(C)(C)C)=O